FC=1C=C(C#N)C=CC1N1CC(N(C2(CC(C2)C2=NC(=NO2)C(C)O)C1=O)CC1=CC=C(C=C1)C(F)(F)F)=O 3-fluoro-4-((2r,4r)-2-(3-(1-hydroxyethyl)-1,2,4-oxadiazol-5-yl)-6,9-dioxo-5-(4-(trifluoromethyl)-benzyl)-5,8-diazaspiro[3.5]-nonan-8-yl)benzonitrile